C(#N)C1=CC=C2C(=C(N(C2=C1)C1CC1)NC(CC1CCCC1)=O)F N-(6-cyano-1-cyclopropyl-3-fluoro-1H-indol-2-yl)-2-cyclopentylacetamide